ClC1=NC=C(C(=C1)C1CC1)[N+](=O)[O-] 2-chloro-4-cyclopropyl-5-nitropyridine